ClC=1C=C2C(=CC(=NC2=CC1)N(C(C(=O)O)C)C)C1=CC=CC=C1 2-[(6-chloro-4-phenylquinolin-2-yl)(methyl)amino]propionic acid